OC1(CCC2C3CCC4=CC(CCC4(C3CCC12C)C)=O)C#CC 17-hydroxy-10,13-dimethyl-17-(prop-1-yn-1-yl)-1,2,6,7,8,9,10,11,12,13,14,15,16,17-tetradecahydro-3H-cyclopenta[a]phenanthren-3-one